C(#N)C(C)(C1=CN=C(N1)C1=C(C=CC(=C1)OC=1C(=C2C=CNC2=C(C1F)F)F)F)C=1C=C(C=CC1)CCC(=O)O 3-(3-(1-cyano-1-(2-(2-fluoro-5-((4,6,7-trifluoro-1H-indol-5-yl)oxy)phenyl)-1H-imidazol-5-yl)ethyl)phenyl)propanoic acid